(2R,4R)-(1-((5-methoxy-7-methyl-1H-indol-4-yl)methyl)-4-(1H-pyrazol-1-yl)piperidin-2-yl)benzoic acid COC=1C(=C2C=CNC2=C(C1)C)CN1[C@H](C[C@@H](CC1)N1N=CC=C1)C1=C(C(=O)O)C=CC=C1